NC1=CC=C(C=N1)CCO 2-(6-aminopyridin-3-yl)ethan-1-ol